C(=O)(O)C=1C=C(C=C(C=O)C1)C=O 5-Carboxyisophthalaldehyde